[Ba].[B] boron-barium